5-((2-((4-(((1H-Indol-2-yl)methyl)amino)butyl)amino)ethyl)amino)benzo[c][2,6]naphthyridine-8-carboxamide N1C(=CC2=CC=CC=C12)CNCCCCNCCNC1=NC2=C(C3=CN=CC=C13)C=CC(=C2)C(=O)N